7-chloro-6-fluoro-4-oxo-N-(3,3,4,4,4-pentafluorobutan-2-yl)-1-(2,4,6-trifluorophenyl)-1,4-dihydro-1,8-naphthyridine-3-carboxamide ClC1=C(C=C2C(C(=CN(C2=N1)C1=C(C=C(C=C1F)F)F)C(=O)NC(C)C(C(F)(F)F)(F)F)=O)F